N,N-dimethyl-5-(N-(2,2,2-trifluoro-1-(4-fluorophenyl)ethyl)sulfamoyl)thiophene-2-carboxamide CN(C(=O)C=1SC(=CC1)S(NC(C(F)(F)F)C1=CC=C(C=C1)F)(=O)=O)C